C1(=CC=CC=C1)C=CC(=O)C1=CC=C(C=C1)CC(=O)O 2-[4-(3-Phenylprop-2-enoyl)phenyl]acetic Acid